(S)-3-methoxy-N-methyl-4-((3-(8-((1-methyl-2-oxopiperidin-4-yl)amino)-3-((trifluoromethyl)thio)imidazo[1,2-a]pyridin-2-yl)prop-2-yn-1-yl)amino)benzamide COC=1C=C(C(=O)NC)C=CC1NCC#CC=1N=C2N(C=CC=C2N[C@@H]2CC(N(CC2)C)=O)C1SC(F)(F)F